ClC1=C(C(=C(C(=N1)N1CCC(CC1)N1C(C(CC1)NC(OC(C)(C)C)=O)=O)C#N)CC)C#N tert-butyl (1-(1-(6-chloro-3,5-dicyano-4-ethylpyridin-2-yl)piperidin-4-yl)-2-oxopyrrolidin-3-yl)carbamate